COC=1C=C2C=3C=C4C(=C(C3N(C2=CC1)C)C)C=NC=C4 7-methoxy-10,11-dimethyl-pyrido[3,4-b]carbazole